triamino-propionic acid NC(CC(=O)O)(N)N